2-[4-[[(1r,2s)-2-hydroxycyclopentyl]amino]phthalazin-1-yl]-5-(trifluoromethyl)phenol O[C@@H]1[C@@H](CCC1)NC1=NN=C(C2=CC=CC=C12)C1=C(C=C(C=C1)C(F)(F)F)O